ClC=1C=C(C=C(C1OCCCl)Cl)C(C)(C)C1=CC=C(OC(C)C2=C(N=CO2)SC)C=C1 5-(1-(4-(2-(3,5-dichloro-4-(2-chloroethoxy)phenyl)propan-2-yl)phenoxy)ethyl)-4-(methylthio)oxazole